6-Chloro-3-(2-chloroethyl)-2-methyl-8-(trifluoromethyl)-4H-pyrido[1,2-a]pyrimidin-4-one ClC1=CC(=CC=2N1C(C(=C(N2)C)CCCl)=O)C(F)(F)F